4-(aminomethyl)-N,N-dimethyltetrahydro-2H-pyran-4-amine CN(C)C1(CCOCC1)CN